[C].[C].[C].OC(C(C)=O)O dihydroxyacetone tricarbon